The molecule is a dipeptide formed from L-phenylalanine and L-alanine residues. It has a role as a metabolite. It derives from a L-phenylalanine and a L-alanine. It is a tautomer of a Phe-Ala zwitterion. C[C@@H](C(=O)O)NC(=O)[C@H](CC1=CC=CC=C1)N